3-tert-butyl-N-[(2E)-imidazolidin-2-ylidene]-4-{[3-(4-methylpentanamido)phenyl]amino}benzamide C(C)(C)(C)C=1C=C(C(=O)N=C2NCCN2)C=CC1NC1=CC(=CC=C1)NC(CCC(C)C)=O